N-[7-morpholino-5-[4-(pyrazin-2-ylamino)cyclohexoxy]-1,6-naphthyridin-3-yl]methanesulfonamide O1CCN(CC1)C1=NC(=C2C=C(C=NC2=C1)NS(=O)(=O)C)OC1CCC(CC1)NC1=NC=CN=C1